C1(CCC1)CN(C(OC(C)(C)C)=O)[C@H]1CN(CCC1)C1=CC(N(C=C1)C(C)N1N=C(N=N1)C=1C=NC=C(C1)N(C)C)=O tert-butyl (cyclobutylmethyl)((3R)-1-(1-(1-(5-(5-(dimethylamino)pyridin-3-yl)-2H-tetrazol-2-yl)ethyl)-2-oxo-1,2-dihydropyridin-4-yl)piperidin-3-yl)carbamate